C1(CC1)CN1CC[C@@]23[C@@](CC4=C(NN=C4C2)C)([C@H]1CC=1C=CC(=C(C13)C(C)C)O)O (6R,6aS,11aR)-14-(cyclopropylmethyl)isopropyl-8-methyl-5,6,9,11-tetrahydro-6,11a-(epiminoethano)naphtho[2,1-f]indazole-2,6a(7H)-diol